C(C1=CC=CC=C1)O[C@H]1CN(C[C@H](C1OCC1=CC=CC=C1)OCC1=CC=CC=C1)CC1CC2=CC=CC=C2C1 (3s,4r,5r)-3,4,5-tris(benzyloxy)-1-((2,3-dihydro-1H-inden-2-yl)methyl)piperidine